NC1=NOC2=C1C=CC(=C2)CNC([C@H](CC2=CC(=C(C=C2)F)F)NC(CN2[C@@H](CCC[C@@H]2C)C)=O)=O (2S)-N-[(3-amino-1,2-benzoxazol-6-yl)methyl]-3-{3,4-difluorophenyl}-2-{2-[(2R,6S)-2,6-dimethylpiperidin-1-yl]acetamido}propanamide